7-chloro-2,4-dimethyl-2-(3-(methylcarbamoyl)-3-azabicyclo[3.2.1]octane-8-yl)benzo[d][1,3]dioxin-5-carboxylic acid methyl ester COC(=O)C1=CC(=CC=2OC(OC(C21)C)(C2C1CN(CC2CC1)C(NC)=O)C)Cl